C(C)(=O)OCCC1=CC=C(N1C(C)C)C(=O)O 5-(2-acetoxyethyl)-1-isopropyl-1H-pyrrole-2-carboxylic acid